NC1=CC=CC(=N1)C(C)NC(=O)C1=CC2=CC=CC(=C2C=C1)OC1=CC=C(C=C1)C(F)(F)F N-(1-(6-aminopyridin-2-yl)ethyl)-5-(4-(trifluoromethyl)phenoxy)-2-naphthamide